FC(CNC(=O)C=1C=NN2C1C=C(C=C2)C2=CNC=1N=C(N=CC12)NCC1(CC1)C(F)(F)F)F N-(2,2-difluoroethyl)-5-(2-(((1-(trifluoromethyl)cyclopropyl)methyl)amino)-7H-pyrrolo[2,3-d]pyrimidin-5-yl)pyrazolo[1,5-a]pyridine-3-carboxamide